ClC=1C=CC=C2C=CC=C(C12)C1=C(C=2N=C(N=C(C2C=N1)NCCCC1=NNC(=N1)O)OCC12CCCN2CCC1)F 3-(3-((7-(8-chloronaphthalen-1-yl)-8-fluoro-2-((tetrahydro-1H-pyrrolizin-7a(5H)-yl)methoxy)pyrido[4,3-d]pyrimidin-4-yl)amino)propyl)-1H-1,2,4-triazol-5-ol